N,O-dimethyl-hydroxylamine hydrochloride CNOC.Cl